C(CCCCCCC)C1=CC=C(C=C1)C1=CC=C(C=C1)C#N 4'-octyl-4-cyanobiphenyl